2'-((5-(2,6-diazaspiro[3.5]nonane-2-carbonyl)-1H-indazol-3-yl)ethynyl)-N-methyl-[1,1'-biphenyl]-2-carboxamide C1N(CC12CNCCC2)C(=O)C=2C=C1C(=NNC1=CC2)C#CC2=C(C=CC=C2)C=2C(=CC=CC2)C(=O)NC